C1(CCCCC1)C1=NC(=NC(=C1)C=1N(C2=CC=CC(=C2C1)NC1CCN(CC1)C)CC(F)(F)F)NC(C)=O N-(4-cyclohexyl-6-(4-((1-methylpiperidin-4-yl)amino)-1-(2,2,2-trifluoroethyl)-1H-indol-2-yl)pyrimidin-2-yl)acetamide